2-Ammonio-2-methylpropan-1-ol [NH3+]C(CO)(C)C